2,3-dichlorotetrahydropyran ClC1OCCCC1Cl